N-(2-(4-((2-(2,6-dioxopiperidin-3-yl)-1-oxoisoindoline-5-yl)methyl)piperazin-1-yl)ethyl)-4,9-dioxo-4,9-dihydronaphtho[2,3-b]furan-2-carboxamide O=C1NC(CCC1N1C(C2=CC=C(C=C2C1)CN1CCN(CC1)CCNC(=O)C1=CC2=C(O1)C(C1=CC=CC=C1C2=O)=O)=O)=O